FC1=C2C=CNC2=CC(=C1OC=1C=CC(=C(C1)C1=NC(=NN1C)[C@]1(CCOC2=C(C=CC=C12)/C=C/C(=O)OCC)C)F)F ethyl (S,E)-3-(4-(5-(5-((4,6-difluoro-1H-indol-5-yl)oxy)-2-fluorophenyl)-1-methyl-1H-1,2,4-triazol-3-yl)-4-methylchroman-8-yl)acrylate